C(C)C1C(CCC1CC)=O 2,3-diethylcyclopentanone